Tert-Butyl (2-(5-(4-(trifluoromethyl)phenyl)-2-naphthamido)propyl)carbamate FC(C1=CC=C(C=C1)C1=C2C=CC(=CC2=CC=C1)C(=O)NC(CNC(OC(C)(C)C)=O)C)(F)F